NC1CCC(CC1)CNC(C1=CC(=C(C(=C1)F)OCC1=CC=C(C=C1)OC)F)=O N-{[(1r,4r)-4-Aminocyclohexyl]methyl}-3,5-difluoro-4-[(4-methoxyphenyl)methoxy]benzamide